NC1=C(C=C(C=N1)C=1C=C2N(N1)CCC21CN(CC1)C(=O)NC(C)(C)C1=C(C=NC=C1)Cl)O[C@H](C)C1=NC=CC=C1 2'-{6-amino-5-[(1R)-1-(pyridin-2-yl)ethoxy]pyridin-3-yl}-N-[2-(3-chloropyridin-4-yl)propan-2-yl]-5',6'-dihydrospiro[pyrrolidine-3,4'-pyrrolo[1,2-b]pyrazole]-1-carboxamide